N-(4-methoxybenzyl)-4-(4-phenoxyphenyl)phthalazine-1-amine COC1=CC=C(CNC2=NN=C(C3=CC=CC=C23)C2=CC=C(C=C2)OC2=CC=CC=C2)C=C1